C(CCC)OC(CCCCCCCCC(=O)OCCCC)=O.C1(CC2C(CC1)O2)CC[Si](OCC)(OCC)C 2-(3,4-epoxycyclohexyl)ethylmethyldiethoxysilane Dibutyl-sebacate